[5-(2,4-difluorophenyl)-1,3,4-thiadiazol-2-yl]-[rac-(4R,7R)-4,7-dimethyl-7-(1-methylpyrazol-4-yl)-4,6-dihydrothieno[3,2-c]pyridin-5-yl]methanone FC1=C(C=CC(=C1)F)C1=NN=C(S1)C(=O)N1[C@@H](C2=C([C@@](C1)(C=1C=NN(C1)C)C)SC=C2)C |r|